COC1=C(C=CC(=C1)C(F)(F)F)NCC#CC=1N(C2=CC=CC(=C2C1)NC1CCC(CC1)N(C)C)CC(F)(F)F (1S,4S)-N1-(2-(3-((2-methoxy-4-(trifluoro-methyl)phenyl)amino)prop-1-yn-1-yl)-1-(2,2,2-trifluoroethyl)-1H-indol-4-yl)-N4,N4-dimethylcyclohexane-1,4-diamine